3-(ethylsulfonyl)cyclobutan-1-ol ethyl-2-(4-amino-6-(furan-3-yl)-9H-pyrimido[4,5-b]indol-9-yl)acetate C(C)C(C(=O)OC1CC(C1)S(=O)(=O)CC)N1C2=C(C3=CC(=CC=C13)C1=COC=C1)C(=NC=N2)N